C(C)(=O)OC[C@@H]1[C@H]([C@@H]([C@H](C(O1)O[C@H]1[C@H](O)O[C@@H]([C@H]([C@@H]1O)O)CO)O)O)O 6-O-acetylglucosyl-(1→2)-beta-D-glucose